bis-(trimethylolpropane) tetramethacrylate C(C(=C)C)(=O)O.C(C(=C)C)(=O)O.C(C(=C)C)(=O)O.C(C(=C)C)(=O)O.C(O)C(CC)(CO)CO.C(O)C(CC)(CO)CO